CC12C=CC(CC1)(CC2)C(=O)O 4-methylbicyclo(2.2.2)-oct-2-ene-1-carboxylic acid